ClC1=CC(=C(CN2CCN(CC2)C(=O)OC(C(F)(F)F)C(F)(F)F)C=C1)N1CC2(CC1)CCOCC2 1,1,1,3,3,3-Hexafluoropropan-2-yl 4-(4-chloro-2-(8-oxa-2-azaspiro[4.5]decan-2-yl)benzyl)piperazine-1-carboxylate